1-(6-cyclopropyl-4-((6,6-difluoro-3-azabicyclo[3.1.0]hexan-3-yl)methyl)pyridin-2-yl)-2-(3-(3-((4-methyl-4H-1,2,4-triazol-3-yl)methyl)oxetan-3-yl)phenyl)ethan-1-one C1(CC1)C1=CC(=CC(=N1)C(CC1=CC(=CC=C1)C1(COC1)CC1=NN=CN1C)=O)CN1CC2C(C2C1)(F)F